tert-butyl 4,6,7,8-tetrahydropyrazolo[4,3-c]azepine-5(1H)-carboxylate N1N=CC=2CN(CCCC21)C(=O)OC(C)(C)C